(8-fluoro-1,1-dioxo-4-oxothiochroman-3-yl)-2-oxoacetic acid ethyl ester C(C)OC(C(=O)C1CS(C2=C(C=CC=C2C1=O)F)(=O)=O)=O